BrC1=NNC(=N1)NCC1=CC(=C(C=C1)C=1N(C=C(N1)C(F)(F)F)C)F 3-bromo-N-(3-fluoro-4-(1-methyl-4-(trifluoromethyl)-1H-imidazol-2-yl)benzyl)-1H-1,2,4-triazol-5-amine